C1(CCCCC1)[C@@H]1N(C[C@H](CC1)C)C(C(=O)NC1=C(C(=NC=C1)OC)C(=O)N)=O [[2-[(2R,5S)-2-cyclohexyl-5-methyl-1-piperidyl]-2-oxo-acetyl]amino]-2-methoxy-pyridine-3-carboxamide